C(C)(C)(C)P1COC2=C1C(=CC=C2)C2=C(C=CC=C2OC)OC 3-(tert-Butyl)-4-(2,6-dimethoxyphenyl)-2,3-dihydrobenzo[d][1,3]oxaphosphole